2-({2-cyclopropyl-4-[4-(2-methoxy-phenyl)-piperidin-1-yl]-5-methyl-quinazolin-6-yl}-methyl-amino)-ethanol C1(CC1)C1=NC2=CC=C(C(=C2C(=N1)N1CCC(CC1)C1=C(C=CC=C1)OC)C)N(CCO)C